BrC1=CC2=C(N=C(N=C2)SC)N=C1NC(CO)C 2-((6-bromo-2-(methylthio)pyrido[2,3-d]pyrimidin-7-yl)amino)propan-1-ol